FC=1C=C2C(C3=NC4=CC(=CC=C4C(N3C2=CC1)=O)B(O)O)=O (8-fluoro-6,12-dioxo-6,12-dihydroindolo[2,1-b]quinazolin-3-yl)boronic acid